CC=1N=NC2=CC=C(C=C2C1C)C1=CN=C(S1)NC(=O)C1CC12CCOCC2 N-(5-(3,4-dimethylcinnolin-6-yl)thiazol-2-yl)-6-oxaspiro[2.5]octane-1-carboxamide